[Li].[W] tungsten compound with lithium